ClC=1C=CC=2N(C1[C@@H](O)C=1N=NN(C1)C1=CC=CC=C1)C=NC2 (R)-(6-Chloro-imidazo[1,5-a]pyridin-5-yl)-(1-phenyl-[1,2,3]triazol-4-yl)-methanol